5-[bis(3-methoxybenzyl)aminocarbonyloxyethoxyethoxy]pyridine COC=1C=C(CN(C(=O)OCCOCCOC=2C=CC=NC2)CC2=CC(=CC=C2)OC)C=CC1